6-(((2R,3R,5R,6S)-5-((tert-butyldiphenylsilyl)oxy)-3-hydroxy-6-methyltetrahydro-2H-pyran-2-yl)oxy)hept-2-enoic acid isopropyl ester C(C)(C)OC(C=CCCC(C)O[C@@H]1O[C@H]([C@@H](C[C@H]1O)O[Si](C1=CC=CC=C1)(C1=CC=CC=C1)C(C)(C)C)C)=O